1-(2,6-difluorobenzyl)-3,3-dimethyl-6-(1-phenyl-1H-1,2,3-triazol-4-yl)indolin-2-one FC1=C(CN2C(C(C3=CC=C(C=C23)C=2N=NN(C2)C2=CC=CC=C2)(C)C)=O)C(=CC=C1)F